BrC1=C(C=C(C=C1)F)C(C(O[Si](C(C)C)(C(C)C)C(C)C)([2H])[2H])([2H])[2H] [2-(2-bromo-5-fluoro-phenyl)-1,1,2,2-tetradeuterio-ethoxy]-triisopropyl-silane